CC1(C(CC(CC1)C)C)O 1,2,4-trimethylcyclohexanol